carbonyl-sulfonyl fluoride C(=O)(S(=O)(=O)F)F